(9-fluoro-2,3-dihydro-1H-pyrrolo[2,1-a]isoindol-9b(5H)-yl)methanol FC=1C=CC=C2CN3C(C12)(CCC3)CO